N-(4'-(tert-butyl)-2'-chloro-[1,1'-biphenyl]-3-yl)-8-chloro-N-methyl-[1,2,4]triazolo[4,3-a]quinazolin-5-amine C(C)(C)(C)C1=CC(=C(C=C1)C1=CC(=CC=C1)N(C1=NC=2N(C3=CC(=CC=C13)Cl)C=NN2)C)Cl